methyl 2-[3-(3,3-difluoroazetidin-1-yl) phenyl]-2-methoxy-acetate FC1(CN(C1)C=1C=C(C=CC1)C(C(=O)OC)OC)F